2-(2,3,4,5-tetrafluorophenyl)-6-fluoro-quinolin-4-one FC1=C(C=C(C(=C1F)F)F)C1=NC2=CC=C(C=C2C(C1)=O)F